BrC1=C(C=C(C=C1)C1OCC(CO1)CCC)F 2-(4-bromo-3-fluorophenyl)-5-propyl-1,3-dioxane